[(2S)-2-piperidyl]methyl 2-[6-[5-(6-methyl-2-pyridyl)-1H-imidazol-4-yl]-3-quinolyl]pyridine-4-carboxylate CC1=CC=CC(=N1)C1=C(N=CN1)C=1C=C2C=C(C=NC2=CC1)C1=NC=CC(=C1)C(=O)OC[C@H]1NCCCC1